S12CCC(CC1)C2 thianorbornane